1,3-bis(phenylsulfanyl)propan-2-ol C1(=CC=CC=C1)SCC(CSC1=CC=CC=C1)O